2-[5-chloro-2-methyl-4-(2,2,2-trifluoro-1,1-dimethyl-ethyl)phenyl]-4-oxo-1H-1,6-naphthyridine-5-carboxamide ClC=1C(=CC(=C(C1)C=1NC=2C=CN=C(C2C(C1)=O)C(=O)N)C)C(C(F)(F)F)(C)C